3-iodo-2-hydroxybenzoic acid nickel [Ni].IC=1C(=C(C(=O)O)C=CC1)O